OC1=C(C=CC=C1)C1=CC2=C(N=N1)NC(=C2C2CC1(COC1)C2)[C@H]2CN(CC2)C(C=C)=O (R)-1-(3-(3-(2-hydroxyphenyl)-5-(2-oxaspiro[3.3]heptan-6-yl)-7H-pyrrolo[2,3-c]pyridazin-6-yl)pyrrolidin-1-yl)prop-2-en-1-one